2,6-di-tert-butyl-4-(4-bromobenzylidene)cyclohexen C(C)(C)(C)C1=CC(CC(C1)=CC1=CC=C(C=C1)Br)C(C)(C)C